ClC=1C(=NC(=NC1)N[C@H]1CN(CC1)C(=O)C1=CC=C(C=C1)NC(\C=C\CN1CC(CCC1)(F)F)=O)OC (R,E)-N-(4-(3-((5-chloro-4-methoxypyrimidin-2-yl)amino)pyrrolidine-1-carbonyl)phenyl)-4-(3,3-difluoropiperidin-1-yl)but-2-enamide